3,6-dimethylpicolinamide CC=1C(=NC(=CC1)C)C(=O)N